behenyl ether acrylate C(C=C)(=O)O.C(CCCCCCCCCCCCCCCCCCCCC)OCCCCCCCCCCCCCCCCCCCCCC